(2S)-2-(9H-fluoren-9-yl-methoxycarbonylamino)-4-(3-fluorophenyl)butanoic acid C1=CC=CC=2C3=CC=CC=C3C(C12)N([C@H](C(=O)O)CCC1=CC(=CC=C1)F)C(=O)OC